1-methyl-4-(4-((6-methylpyridin-2-yl)oxy)phenyl)-1H-pyrrole-3-carboxamide CN1C=C(C(=C1)C1=CC=C(C=C1)OC1=NC(=CC=C1)C)C(=O)N